C(C)C1=NN(C(=C1C(=O)O)C)C1=NC(=NC=C1)Cl.CC=1C(=NC(NC1)=O)N 5-methyl-cytosine ethyl-1-(2-chloropyrimidin-4-yl)-5-methyl-pyrazole-4-carboxylate